bisdibromopropylsilylheptan BrC(CC[SiH](CCC(Br)Br)CCCCCCC)Br